ClC1=CC=2C(N=C1C1=C3C=NNC3=CC=C1C)=NSC2N2[C@@H](CN(CC2)C(C=C)=O)C 1-((3R)-4-(5-chloro-6-(5-methyl-1H-indazol-4-yl)[1,2]thiazolo[3,4-b]pyridin-3-yl)-3-meth-yl-1-piperazinyl)-2-propen-1-one